(S)-1-(3-methylcyclohexyl)-1,2,3,6-tetrahydropyridin-3-yl pivalate C(C(C)(C)C)(=O)O[C@@H]1CN(CC=C1)C1CC(CCC1)C